C(C)(=O)N1CC(C1)(C)C1=NN(C=C1)C1=NC=C(C(=C1)N1C(C(=C(C=C1C)OC([2H])([2H])C1=NC=C(C=C1F)F)Cl)=O)C (S)-2'-(3-(1-acetyl-3-methylazetidin-3-yl)-1H-pyrazol-1-yl)-3-chloro-4-((3,5-difluoropyridin-2-yl)methoxy-d2)-5',6-dimethyl-2H-[1,4'-bipyridin]-2-one